C(C)(C)(C)C=1C=C(C=C(C1O)C(C)(C)C)CCC(=O)OCCOCCOCCOC(CCC1=CC(=C(C(=C1)C(C)(C)C)O)C(C)(C)C)=O triethylene glycol-Bis[3-(3,5-di-t-butyl-4-hydroxyphenyl) propionate]